C1(CCC1)N(C1=NC=C(C=C1)[N+](=O)[O-])C N-cyclobutyl-N-methyl-5-nitropyridin-2-amine